C(C)(C)(C)OC(=O)N1C=NC(=C1)C1=CC=C(C=C1)\N=C/C1=CC(=CC=C1)Cl (Z)-4-(4-((3-chlorobenzylidene)amino)phenyl)-1H-imidazole-1-carboxylic acid tert-butyl ester